2,3-dimethylanthracene CC1=CC2=CC3=CC=CC=C3C=C2C=C1C